FC1CNCCC1N1N=CC(=C1)[N+](=O)[O-] 3-fluoro-4-(4-nitro-1H-pyrazol-1-yl)piperidine